NC1=C(C2=C(N=C(N=C2)C)N1C12CC(C1)(C2)O[Si](C)(C)C(C)(C)C)C(=O)N 6-amino-7-[3-[tert-butyl(dimethyl)silyl]oxy-1-bicyclo[1.1.1]pentanyl]-2-methyl-pyrrolo[2,3-d]pyrimidine-5-carboxamide